ethyl (R)-2-hydroxypropionate O[C@@H](C(=O)OCC)C